(S)-N-[1-(6,7-difluoro-1-methoxy-4-isoquinolyl)ethyl]-N,2-dimethyl-propane-2-sulfinamide FC=1C=C2C(=CN=C(C2=CC1F)OC)C(C)N([S@@](=O)C(C)(C)C)C